N-((1S,2S)-2-hydroxycyclohexyl)-6-(4-(2-methyloxazol-4-yl)benzyl)-5-oxo-5,6-dihydro-1,6-naphthyridine-8-carboxamide O[C@@H]1[C@H](CCCC1)NC(=O)C1=CN(C(C=2C=CC=NC12)=O)CC1=CC=C(C=C1)C=1N=C(OC1)C